C(C)O/C=C/C1=C(C#N)C=CC=C1 (E)-2-(2-ethoxyvinyl)benzonitrile